NC=1C(NC(N(N1)C1=CC(=C(C(=C1)Cl)OC=1C2=C(C(NN1)=O)C(CC2)C)Cl)=O)=O 6-amino-2-(3,5-dichloro-4-((7-methyl-1-oxo-2,5,6,7-tetrahydro-1H-cyclopenta[d]pyridazin-4-yl)oxy)phenyl)-1,2,4-triazine-3,5(2H,4H)-dione